FC1=NC(=CC=C1C)F 2,6-difluoro-3-methylpyridine